BrC1=C(C=CC=C1)CC(=O)NC1=CC(=NC=C1)C(=O)NC(C)(C)C 4-[[2-(2-bromophenyl)acetyl]amino]-N-tert-butyl-pyridine-2-carboxamide